(E)-2-(2-(1-(2-fluoroethyl)-1H-indazol-6-yl)vinyl)quinolin-6-ol FCCN1N=CC2=CC=C(C=C12)/C=C/C1=NC2=CC=C(C=C2C=C1)O